[I-].C(CCC)OC(CCCCCCCC[PH2+]C(C1=CC=CC=C1)(C1=CC=CC=C1)C1=CC=CC=C1)OCCCC 9,9-dibutoxynonyltrityl-phosphonium iodide